FC1=C(C(=O)NC2=CC(=NC=C2)OC)C=CC(=C1)C(F)(F)F 2-fluoro-N-(2-methoxy-4-pyridinyl)-4-(trifluoromethyl)benzamide